NC1=NC=C(C2=C1C(=NN2C(C)C)C2=C(C=C(C(=C2)F)NS(=O)(=O)C2=C(C=CC=C2)F)F)C2CCC(CC2)NC(COC(F)(F)F)=O N-((1r,4r)-4-(4-Amino-3-(2,5-difluoro-4-((2-fluorophenyl)sulfonamido)phenyl)-1-isopropyl-1H-pyrazolo[4,3-c]pyridin-7-yl)cyclohexyl)-2-(trifluoromethoxy)acetamide